N,N-dimethyl-2-ethylhexyl-amine CN(C)CC(CCCC)CC